COC1=C(C=CC=C1)C1=C(C=NC(=C1)C)C(=O)NC=1SC2=C(N1)CN(C2)C(=O)C2(COC2)C 4-(2-methoxyphenyl)-6-methyl-N-[5-(3-methyloxetane-3-carbonyl)-4H,5H,6H-pyrrolo[3,4-d][1,3]thiazol-2-yl]pyridine-3-carboxamide